(4-(5-(5-chloro-1H-indol-2-yl)-1,3,4-oxadiazol-2-yl)piperidin-1-yl)(3-(4-chlorophenyl)-1,2,4-oxadiazol-5-yl)methanone ClC=1C=C2C=C(NC2=CC1)C1=NN=C(O1)C1CCN(CC1)C(=O)C1=NC(=NO1)C1=CC=C(C=C1)Cl